Methyl 3-(6-chloro-3-nitropyridin-2-yl)-2-naphthoate ClC1=CC=C(C(=N1)C=1C(=CC2=CC=CC=C2C1)C(=O)OC)[N+](=O)[O-]